(1R,3S,5R)-2-(2-(6-amino-9H-purin-9-yl)acetyl)-N-(6-bromopyrazin-2-yl)-2-azabicyclo[3.1.0]hexane-3-carboxamide NC1=C2N=CN(C2=NC=N1)CC(=O)N1[C@@H]2C[C@@H]2C[C@H]1C(=O)NC1=NC(=CN=C1)Br